FC(C1=NN=C(O1)C1=CC(=C(CN2C(N(C3=C2C=CC(=C3)C3CCNCC3)C3CCN(CC3)C)=O)C=C1)F)F 1-(4-(5-(difluoromethyl)-1,3,4-oxadiazol-2-yl)-2-fluorobenzyl)-3-(1-methylpiperidin-4-yl)-5-(piperidin-4-yl)-1,3-dihydro-2H-benzo[d]imidazol-2-one